ClC1=CC(=C(C=C1[N+](=O)[O-])C1=C(C(=C(C(=C1F)F)F)F)F)F 4'-chloro-2,2',3,4,5,6-hexafluoro-5'-nitro-1,1'-biphenyl